3-[3-[[cyclopentyl(methyl)sulfamoyl]amino]-2-fluoro-benzoyl]-5-(2-methoxypyrimidin-5-yl)-1H-pyrrolo[2,3-b]pyridine C1(CCCC1)N(S(=O)(=O)NC=1C(=C(C(=O)C2=CNC3=NC=C(C=C32)C=3C=NC(=NC3)OC)C=CC1)F)C